4-(4-(3-cyclopentenyl)butyl)-1-methyl-1-cyclopentene C1(CC=CC1)CCCCC1CC=C(C1)C